OC1(C=C(C=2N1C=1C=CC=CC1C2CC(=O)OCC)C2=C(C=CC=C2)C)C(F)(F)F Ethyl 2-(3-hydroxy-1-(o-tolyl)-3-(trifluoromethyl)-3H-pyrrolo[1,2-a]indol-9-yl)acetate